phenyl(m-trifluoromethyl-phenyl)methylene(cyclopentadienyl)(2,7-dimethyl-3,6-di-tert-butylfluorenyl)zirconium dichloride [Cl-].[Cl-].C1(=CC=CC=C1)C(=[Zr+2](C1=C(C(=CC=2C3=CC(=C(C=C3CC12)C)C(C)(C)C)C(C)(C)C)C)C1C=CC=C1)C1=CC(=CC=C1)C(F)(F)F